5-(5-Methyl-1,4,5,6-tetrahydropyridin-2-yl)benzo[c][1,2,5]oxadiazole CC1CC=C(NC1)C1=CC=2C(=NON2)C=C1